C1(C=2C(C(N1CC(CCC)[SH-]C([S-])=S)=O)=CC=CC2)=O Phthalimidomethylbutyltrithiocarbonat